4-(3-(Dimethylamino)propyl) 1-(5-((2-hexyldecanoyl)oxy)pentyl) (2S)-2-((7-((2-hexyldecanoyl)oxy)heptanoyl)oxy)succinate C(CCCCC)C(C(=O)OCCCCCCC(=O)O[C@H](C(=O)OCCCCCOC(C(CCCCCCCC)CCCCCC)=O)CC(=O)OCCCN(C)C)CCCCCCCC